N1N=NN=C1C1=C(C=CC=C1)C1=CC(=CC(=N1)N(CC(C)C)CC1=CC=CC=C1)NC1=C(C=CC=C1)F 6-(2-(1H-tetrazol-5-yl)phenyl)-N2-benzyl-N4-(2-fluorophenyl)-N2-isobutylpyridine-2,4-diamine